F[C@@H]1[C@@]2(C[C@H]([C@](C[C@H]1N(C=1N=NC(=CN1)C1=C(C=C(C=C1)N1C=NC=C1)O)C)(N2)[2H])F)C 2-(3-(((1S,2S,3R,5S,6R)-2,6-difluoro-1-methyl-8-azabicyclo[3.2.1]octan-3-yl-5-d)(methyl)amino)-1,2,4-triazin-6-yl)-5-(1H-imidazol-1-yl)phenol